OCCC1=CC=CC(=N1)C(=O)NC1=CC(=CC=C1)[C@@H](CC1=NN=CN1C)C 6-(2-hydroxyethyl)-N-[3-[(2R)-1-(4-methyl-4H-1,2,4-triazol-3-yl)propan-2-yl]phenyl]pyridine-2-carboxamide